O[C@@H]1[C@@H](COC1)OCCC(=O)N1CCN(CC1)C1=NC=C(C#N)C=C1 6-(4-(3-((3R,4S)-4-hydroxy-tetrahydrofuran-3-yloxy)propanoyl)piperazin-1-yl)nicotinonitrile